The molecule is an alkylglycerol that is glycerol in which one of the primary hydroxy groups has been converted into the corresponding octadecyl ether. It is used in cosmetics as a stabilising ingredient and skin-conditioning agent. CCCCCCCCCCCCCCCCCCOCC(CO)O